tetrahydroimidazo[1,5-a]pyrazin-1,3(2H,5H)-dione C1(NC(N2C1CNCC2)=O)=O